CN1CCC(CC1)(OCCCCCCCC\C=C/C\C=C/CCCCC)OCCCCCCCC\C=C/C\C=C/CCCCC 1-methyl-4,4-bis[(9Z,12Z)-9,12-octadecadien-1-yloxy]-piperidine